(2R)-4-[(1S,4aS,8aS)-5,5,8a-trimethyl-2-methylene-decalin-1-yl]butan-2-ol CC1([C@@H]2CCC([C@@H]([C@]2(CCC1)C)CC[C@@H](C)O)=C)C